1-(4-((5-(3-morpholinopropyloxy)-2,3-dihydro-[1,4]dioxino[2,3-f]quinazolin-10-yl)oxy)phenyl)-3-(naphthalen-1-yl)urea O1CCN(CC1)CCCOC1=C2C(=C3C(=NC=NC3=C1)OC1=CC=C(C=C1)NC(=O)NC1=CC=CC3=CC=CC=C13)OCCO2